FC(OC1=C(C=C(C=C1)S(=O)(=O)C1=CC(N(C=C1)C)=O)C1=NN(C=C1NC(=O)C=1C=NN2C1N=CC=C2)C)F N-[3-[2-(difluoromethoxy)-5-[(1-methyl-2-oxo-4-pyridyl)sulfonyl]phenyl]-1-methyl-pyrazol-4-yl]pyrazolo[1,5-a]pyrimidine-3-carboxamide